C(C)OC(=O)C1=NN(C=C1[N+](=O)[O-])COCC[Si](C)(C)C.CN(C(C1=CC=C(C=C1)CCNC)=O)C N,N-dimethyl-4-[2-(methylamino)ethyl]benzamide Ethyl-4-nitro-1-((2-(trimethylsilyl)ethoxy)methyl)-1H-pyrazole-3-carboxylate